[Si](C)(C)(C(C)(C)C)O[C@@H]1C[C@H](N(C1)C(C(C(C)C)C1=CC(=NO1)CCC=O)=O)C(=O)N[C@@H](C)C1=CC=C(C=C1)C1=C(N=CS1)C (2s,4r)-4-((tert-butyldimethylsilyl)oxy)-1-(3-methyl-2-(3-(3-oxopropyl)isoxazol-5-yl)butyryl)-N-((S)-1-(4-(4-methylthiazol-5-yl)phenyl)ethyl)pyrrolidine-2-carboxamide